(3R)-N-{3-[5-(cyclobutylmethyl)-2H-pyrazolo[3,4-b]pyridin-2-yl]-4-fluorophenyl}-3-fluoropyrrolidine-1-carboxamide C1(CCC1)CC1=CC=2C(N=C1)=NN(C2)C=2C=C(C=CC2F)NC(=O)N2C[C@@H](CC2)F